C(C)OCCC=1C=NC=C(C1)C1=NN=C(N1)C(F)(F)F 3-(2-ethoxyethyl)-5-[5-(trifluoromethyl)-4H-1,2,4-triazol-3-yl]Pyridine